Cl.FC(C=1C=C(C=CC1)NC(=O)C1CCNCC1)(F)F N-(3-(trifluoromethyl)phenyl)piperidine-4-carboxamide hydrochloride